2-butyl-7-oxa-1,3-diazaspiro[4.4]non-1-en-4-one C(CCC)C1=NC2(C(N1)=O)COCC2